N1C(=CC=2C=NC=CC21)CNC(CN2C(=NC=C(C2=O)NC(C)(C)C2=CC1=C(OC3=C1C=CC=C3)C=C2)C2=C(C=CC=C2)F)=O N-((1H-pyrrolo[3,2-c]pyridin-2-yl)methyl)-2-(5-((2-(dibenzo[b,d]furan-2-yl)propan-2-yl)amino)-2-(2-fluorophenyl)-6-oxopyrimidin-1(6H)-yl)acetamide